ClC=1C(=C2C=NNC2=C(C1F)C(C)NC(CC)=O)C=1C=CC=2N(C1)C=C(N2)NC(=O)C2C(C2)F N-(6-(5-chloro-6-fluoro-7-(1-propionamidoethyl)-1H-indazol-4-yl)imidazo[1,2-a]pyridin-2-yl)-2-fluorocyclopropane-1-carboxamide